O1C(CCCC1)N1N=CC2=CC=C(C=C12)NC1CCC(CC1)NC(OCC1=CC=CC=C1)=O benzyl (4-((1-(tetrahydro-2H-pyran-2-yl)-1H-indazol-6-yl)amino)cyclohexyl)carbamate